[3-[[2-Fluoro-4-(trifluoromethyl)phenyl]methoxy]azetidin-1-yl]-[rac-(1S,9R)-7-oxa-3,4,11-triazatricyclo[7.3.0.02,6]dodeca-2(6),4-dien-11-yl]methanone FC1=C(C=CC(=C1)C(F)(F)F)COC1CN(C1)C(=O)N1C[C@@H]2COC=3C=NNC3[C@@H]2C1 |r|